(±)-N-tritylmethylsulfenamide C(C1=CC=CC=C1)(C1=CC=CC=C1)(C1=CC=CC=C1)CNS